3-{[2-(4-Chlorophenyl)imidazo[1,2-a]pyridin-3-yl]methyl}-N-[2-chloro-5-(trifluoromethyl)phenyl]-3,8-diazabicyclo[3.2.1]octane-8-carboxamide ClC1=CC=C(C=C1)C=1N=C2N(C=CC=C2)C1CN1CC2CCC(C1)N2C(=O)NC2=C(C=CC(=C2)C(F)(F)F)Cl